3-(5-(1-(4-chloro-1H-indole-2-carbonyl)piperidin-4-yl)-1-oxoisoindolin-2-yl)piperidine-2,6-dione ClC1=C2C=C(NC2=CC=C1)C(=O)N1CCC(CC1)C=1C=C2CN(C(C2=CC1)=O)C1C(NC(CC1)=O)=O